FC1=C2C=CN(C2=C(C=C1)C)C1=CC(=CC=C1)N1CCN(CC1)C(CC)=O 4-fluoro-7-methyl-N-(3-(4-propionylpiperazin-1-yl)phenyl)-1H-indole